1-((S)-3,3-dimethylbutan-2-yl)-1H-pyrazol CC([C@H](C)N1N=CC=C1)(C)C